The molecule is a dicarboxylic acid monoamide of maleamic acid. It has a role as an Escherichia coli metabolite and a bacterial xenobiotic metabolite. It is a dicarboxylic acid monoamide and an alpha,beta-unsaturated monocarboxylic acid. It derives from a maleic acid. It is a conjugate acid of a maleamate. C(=C\\C(=O)O)\\C(=O)N